ethyl-4-(N,N-dimethylamino)phenethyl alcohol C(C)C(CC1=CC=C(C=C1)N(C)C)O